FC=1C=C(C=CC1)C1=CC(=CC(=C1)F)[C@@H]1N(OCC1)C(=O)OC(C)(C)C Tert-butyl (R)-3-(3',5-difluoro-[1,1'-biphenyl]-3-yl)isoxazolidin-2-carboxylate